COC1=CC=C(C=C1)C12CC(C1)C2 1-(4-methoxyphenyl)bicyclo[1.1.1]pentane